NC1=C(C=C(C=N1)C1=NN2C(=C1)C1(CN(CC1)C(=O)N[C@H](C)C1=C(C=CC=C1)F)OCC2)C#N 2-(6-amino-5-cyanopyridin-3-yl)-N-[(1R)-1-(2-fluorophenyl)ethyl]-6,7-dihydrospiro[pyrazolo[5,1-c][1,4]oxazine-4,3'-pyrrolidine]-1'-carboxamide